Docosahexenoate C(C=CC=CC=CC=CC=CC=CCCCCCCCCC)(=O)[O-]